6-fluoro-7-pyrimidin-2-yl-1H-indole-3-sulfonyl chloride FC1=CC=C2C(=CNC2=C1C1=NC=CC=N1)S(=O)(=O)Cl